biphenylAt C=1(C(=CC=CC1)C(=O)[O-])C1=CC=CC=C1